hydroxy-2-(4-(2-((4-methoxybenzo[d]thiazol-2-yl)amino)acetamido)phenyl)acetamide OC(C(=O)N)C1=CC=C(C=C1)NC(CNC=1SC2=C(N1)C(=CC=C2)OC)=O